C(C)(=O)C=1C(OC2=C(C1N1CCOCC1)C=CC(=C2)NC2=NC=CC(=N2)C2=C(C=CC=C2)OCCCC)=O 3-acetyl-7-{[4-(2-n-butoxyphenyl)pyrimidin-2-yl]amino}-4-morpholino-2H-benzopyran-2-one